COC1=NC=C(C(=N1)OC)C=1C=C(C=2N(N1)C(=CN2)F)[C@H]2[C@@H](C2)C=2C=NC(=NC2)C(F)(F)F 6-(2,4-dimethoxypyrimidin-5-yl)-3-fluoro-8-((1R,2R)-2-(2-(trifluoromethyl)pyrimidin-5-yl)cyclopropyl)imidazo[1,2-b]pyridazine